tert-butyl 2-[1-[4-[[(3R)-2,6-dioxo-3-piperidyl]amino]-2-fluoro-phenyl]-4-hydroxy-4-piperidyl]acetate O=C1NC(CC[C@H]1NC1=CC(=C(C=C1)N1CCC(CC1)(O)CC(=O)OC(C)(C)C)F)=O